BrC1=C(C=C2C(=CCN(C2=C1)S(=O)(=O)C1=CC=C(C=C1)C)C1CC1)Cl 7-bromo-6-chloro-4-cyclopropyl-1-(4-methylbenzenesulfonyl)-2H-quinoline